C(C)C(CC)(CCCCCCCCCCCCCCCC)C1=NOC(N1)=O 3-(3-ethylnonadecan-3-yl)-1,2,4-oxadiazol-5(4H)-one